1-(5-((4-(4-((4-((3-(methylsulfonyl)benzyl)amino)-5-(trifluoromethyl)pyrimidin-2-yl)amino)phenyl)piperazin-1-yl)methyl)pyridin-2-yl)dihydropyrimidine-2,4(1H,3H)-dione CS(=O)(=O)C=1C=C(CNC2=NC(=NC=C2C(F)(F)F)NC2=CC=C(C=C2)N2CCN(CC2)CC=2C=CC(=NC2)N2C(NC(CC2)=O)=O)C=CC1